2-ethyldimethylzirconium (IV) CC[Zr+](C)C